O[C@H]1C[C@@H](CCC1)N1C(C2(C3=C1N=C(N=C3)NC=3C(=NNC3)C=3C=NN1C3C=NC=C1)CC2)=O 7'-((1R,3R)-3-hydroxycyclohexyl)-2'-((3-(pyrazolo[1,5-a]pyrazin-3-yl)-1H-pyrazol-4-yl)amino)spiro[cyclopropane-1,5'-pyrrolo[2,3-d]pyrimidin]-6'(7'H)-one